Cl.FC=1C=C(C=CC1F)C1=C(N=C(O1)C=1C=C(C=CC1)C)N1C(N=C(C(=C1)F)NC)=O 1-(5-(3,4-Difluorophenyl)-2-(m-tolyl)oxazol-4-yl)-5-fluoro-4-(methylamino)pyrimidin-2(1H)-one hydrochloride